C(CCCCC)N1C(=NC=2N(C(NC(C12)=O)=O)C)SC(C(=O)OCC)CC ethyl 2-[(7-hexyl-3-methyl-2,6-dioxo-2,3,6,7-tetrahydro-1H-purin-8-yl)thio]butanoate